7-((1H-imidazol-1-yl)methyl)-2-(8-bromo-6-methoxy-2-methylquinolin-4-yl)-5-(1-methyl-3-(trifluoromethyl)-1H-pyrazol-4-yl)-3,4-dihydroisoquinolin-1(2H)-one N1(C=NC=C1)CC1=CC(=C2CCN(C(C2=C1)=O)C1=CC(=NC2=C(C=C(C=C12)OC)Br)C)C=1C(=NN(C1)C)C(F)(F)F